L-tert-Butylalanine N[C@@H](CC(C)(C)C)C(=O)O